CC=1C=CC2=C(C1)S(CC1=C2N(N=C1C=O)C1=CC=C(C=C1)CN1CCOCC1)(=O)=O (7-methyl-1-(4-(morpholinylmethyl)phenyl)-5,5-dioxo-1,4-dihydrothiochromeno[4,3-c]pyrazol-3-yl)methanone